The molecule is a dipeptide that consists of two piperidine-4-carboxylic acid units (connected via amide linkages) where the amino terminus is acylated by a 3-[2-(2-{[4-(indol-3-yl)butanoyl]amino}ethoxy)ethoxy]propanoyl group and the carboxy terminus is formally condensed with the amino group of 3-[2-(2-aminoethoxy)ethoxy]propanoic acid, the carboxy group of which is in turn formally condensed with the alpha-amino group of N(6)-5-nitrofuroyllysine. It is a C-nitro compound, a member of furans, a member of indoles, a polyether and a dipeptide. C1CN(CCC1C(=O)N2CCC(CC2)C(=O)NCCOCCOCCC(=O)NC(CCCCNC(=O)C3=CC=C(O3)[N+](=O)[O-])C(=O)N)C(=O)CCOCCOCCNC(=O)CCCC4=CNC5=CC=CC=C54